C(C1=CC=CC=C1)N([C@H]1[C@H](N(CC1)C(=O)OC(C)(C)C)CC)C tert-butyl (2R,3R)-3-(benzyl(methyl)amino)-2-ethylpyrrolidine-1-carboxylate